5-Benzyl-1,2,4-oxadiazole-3-carboxylic acid C(C1=CC=CC=C1)C1=NC(=NO1)C(=O)O